[Pb].C(CN)N ethylenediamine lead